O1COC2=C1C=CC(=C2)N([C@H]2[C@@H]([C@H]([C@@H]([C@H](O2)C(=O)O)O)O)O)C2=NC1=C(C=CC=C1C=C2)Cl (2S,3S,4S,5R,6R)-6-(benzo[d][1,3]dioxolan-5-yl-(8-chloroquinolin-2-yl)amino)-3,4,5-trihydroxytetrahydro-2H-pyran-2-carboxylic acid